C1(CC1)S(=O)(=O)NC=1SC=C(N1)C(C(=O)NC1=C(C=C(C=C1)C=1C=NC=C(C1)C)OC)(C)C 2-(2-(cyclopropanesulfonamido)thiazol-4-yl)-N-(2-methoxy-4-(5-methylpyridin-3-yl)phenyl)-2-methylpropanamide